O1CCN(CC1)C1=C(C=NC2=C(C=CC=C12)C1=C(C(=CC(=C1)F)F)F)C1OC2=CC=CC=C2C(C1)C(=O)N (4-Morpholino-8-(2,3,5-trifluorophenyl)quinolin-3-yl)chroman-4-carboxamide